1-Adamantanemethylamine C12(CC3CC(CC(C1)C3)C2)CN